BrC1=CC(=C2C=C(C(=CN2C1=O)F)C=1N=C(N(C1)C)C(C)(C)O)C(C)C 3-Bromo-7-fluoro-8-(2-(2-hydroxypropan-2-yl)-1-methyl-1H-imidazol-4-yl)-1-isopropyl-4H-quinolizin-4-one